methyl 5-[(3-chloro-4-methoxy-benzoyl)amino]-2-[(4-methoxyphenyl)methyl]pyrazole-3-carboxylate ClC=1C=C(C(=O)NC=2C=C(N(N2)CC2=CC=C(C=C2)OC)C(=O)OC)C=CC1OC